ClC1=CC(N(C(N1C)=O)C)=O 6-chloro-1,3-dimethyl-uracil